C(C)OC(=O)C1=CC2=C(NC(=N2)C2=CC=C(C=C2)N(C)C)C=C1 2-(4-dimethylamino-phenyl)-1H-benzimidazole-5-carboxylic acid ethyl ester